CS(=O)(=O)CCC(=O)NC1=CNC2=CC=C(C=C12)C=1C=NN(C1)C1=CC=C(C=C1)C(F)(F)F 3-methanesulfonyl-N-(5-{1-[4-(trifluoromethyl)phenyl]-1H-pyrazol-4-yl}-1H-indol-3-yl)propanamide